Cl.FC1=C(OC2=CC=C(C=N2)C(C)N)C=CC(=C1)F 1-(6-(2,4-difluorophenoxy)pyridin-3-yl)ethan-1-amine hydrochloride